The molecule is an 11-HEPE that consists of (5Z,8Z,12E,14Z,17Z)-icosapentaenoic acid in which the hydroxy group is located at the 11R-position. It has a role as a human xenobiotic metabolite, an anti-inflammatory agent and an algal metabolite. It is a conjugate acid of an 11(R)-HEPE(1-). CC/C=C\\C/C=C\\C=C\\[C@@H](C/C=C\\C/C=C\\CCCC(=O)O)O